O1C(=NC2=C1C=CC=C2)C2CCN(CCC2)C2=C(C(N(C1=CC(=CC=C21)Br)C)=O)C#N 4-[4-(1,3-benzoxazol-2-yl)azepan-1-yl]-7-bromo-1-methyl-2-oxo-1,2-dihydroquinoline-3-carbonitrile